BrC1=CC=C2N=CN(C=3C=CC=C1C32)C3C(NC(CC3)=O)=O 3-(6-bromo-1H-perimidin-1-yl)piperidine-2,6-dione